2-(2-methylimidazo[1,2-a]pyridin-6-yl)-7-(piperidin-4-yl)-4H-pyrimido[1,2-b]pyridazin-4-one CC=1N=C2N(C=C(C=C2)C=2N=C3N(N=C(C=C3)C3CCNCC3)C(C2)=O)C1